racemic-cyclopropyl(4-methylpyridin-2-yl)methanamine hydrochloride Cl.C1(CC1)[C@@H](N)C1=NC=CC(=C1)C |r|